(S)-4-(3-(dimethylamino)pyrrolidin-1-yl)-N1-(4-(7-methyl-1H-indol-3-yl)-5-(trifluoromethyl)pyrimidin-2-yl)benzene-1,3-diamine CN([C@@H]1CN(CC1)C1=C(C=C(C=C1)NC1=NC=C(C(=N1)C1=CNC2=C(C=CC=C12)C)C(F)(F)F)N)C